NCCCNCCCCN N-(3-aminopropyl)-1,4-butaandiamine